CN(C1=NOC=2C1=C(C=CC2F)C#N)C 3-(dimethylamino)-7-fluorobenzo[d]isoxazole-4-carbonitrile